C(C)C1=CC=C2C(=C(C(N(C2=N1)C=1C(=NC=CC1)C)=O)[N+](=O)[O-])O 7-Ethyl-4-hydroxy-1-(2-methylpyridin-3-yl)-3-nitro-1,8-naphthyridin-2(1H)-one